N-(2-carbamoyl-4-chloro-6-methyl-phenyl)-5-[(4-chlorophenyl)methoxymethyl]-2-(3-chloro-2-pyridinyl)pyrazole-3-carboxamide C(N)(=O)C1=C(C(=CC(=C1)Cl)C)NC(=O)C=1N(N=C(C1)COCC1=CC=C(C=C1)Cl)C1=NC=CC=C1Cl